4-(3-([1,2,4]triazolo[4,3-a]pyridin-3-yl)piperidin-1-yl)-6-isopropylpyrimidin-2-amine N=1N=C(N2C1C=CC=C2)C2CN(CCC2)C2=NC(=NC(=C2)C(C)C)N